CC1=CC=C(O1)CC1=C(C(=O)N)C=CC=C1NC=1N=NC(=CC1)C1=CSC=C1 [(5-methylfuran-2-yl)methyl]-3-{[6-(thiophen-3-yl)pyridazin-3-yl]amino}benzamide